(tert-butyloxycarbonyl)-L-lysine methyl ester hydrochloride Cl.COC([C@@H](NC(=O)OC(C)(C)C)CCCCN)=O